(1S,3S)-3-(4-(3-methyl-4-(((tetrahydro-2H-pyran-2-yl)oxy)methyl)isoxazol-5-yl)phenoxy)cyclohexane-1-carboxylic acid isopropyl ester C(C)(C)OC(=O)[C@@H]1C[C@H](CCC1)OC1=CC=C(C=C1)C1=C(C(=NO1)C)COC1OCCCC1